ClC=1C=NN(C1C1=C(OC2=C(N=CN=N2)N2CC3(C2)CCN(CC3)C(=O)OC(C)(C)C)C=CC(=C1)F)C(C)C tert-butyl 2-(6-{2-[4-chloro-1-(propan-2-yl)-1H-pyrazol-5-yl]-4-fluorophenoxy}-1,2,4-triazin-5-yl)-2,7-diazaspiro[3.5]nonane-7-carboxylate